CN(C=1C2=C(N=C(N1)N[C@@H](C)C1=CC=C(C=C1)C1(CCOCC1)N1CCN(CC1)C(=O)OC1=CC=CC=C1)N(C(C=C2)=O)C(C)C)C Phenyl 4-(4-{4-[(1S)-1-{[4-(dimethylamino)-7-oxo-8-(propan-2-yl)-7,8-dihydropyrido[2,3-d]pyrimidin-2-yl]amino}ethyl]phenyl}tetrahydro-2H-pyran-4-yl)piperazine-1-carboxylate